FC(COC1=C(C=CC=C1)C=1C(C(=CN(N1)C1COC1)C(=O)NC=1C=NC(=CC1)C(C(F)F)(C(F)F)O)=O)F 6-[2-(2,2-difluoroethoxy)phenyl]-2-(oxetan-3-yl)-5-oxo-N-[6-(1,1,3,3-tetrafluoro-2-hydroxypropan-2-yl)pyridin-3-yl]-2,5-dihydropyridazine-4-carboxamide